N-(6-Amino-5-methyl-3-pyridyl)-2-oxo-2-[2-(4-pyridyl)-1-piperidyl]acetamide NC1=C(C=C(C=N1)NC(C(N1C(CCCC1)C1=CC=NC=C1)=O)=O)C